tert-butyl (2R,4S)-2-(((S)-1-((4-(N-(((4-isopropylbenzyl) oxy) carbonyl) carbamimidoyl) benzyl) amino)-1-oxopropan-2-yl) carbamoyl)-4-phenylpiperidine-1-carboxylate C(C)(C)C1=CC=C(COC(=O)NC(=N)C2=CC=C(CNC([C@H](C)NC(=O)[C@@H]3N(CC[C@@H](C3)C3=CC=CC=C3)C(=O)OC(C)(C)C)=O)C=C2)C=C1